C(C)(C)(C)OC(=O)N1C(COCC1)CNCC1=CC=C(C=C1)NC=1N=NC(=CC1)C1=CC=CC=2OCCOC21 3-({4-[6-(2,3-Dihydro-benzo[1,4]dioxin-5-yl)-pyridazin-3-ylamino]-benzylamino}-methyl)-morpholine-4-carboxylic acid tert-butyl ester